(R)-(3-(4-amino-(4-phenoxyphenyl)-1H-pyrazolo[3,4-d]pyrimidin-1-yl)piperidin-1-yl)(1-methylpiperidin-4-yl)methanone Methyl-3-fluoro-4-nitro-5-((trimethylsilyl)ethynyl)benzoate COC(C1=CC(=C(C(=C1)C#C[Si](C)(C)C)[N+](=O)[O-])F)=O.NC1=C2C(=NC=N1)N(N=C2C2=CC=C(C=C2)OC2=CC=CC=C2)[C@H]2CN(CCC2)C(=O)C2CCN(CC2)C